FC=1C(=C(C=CC1F)[C@H]1[C@@H](O[C@]([C@@H]1C)(C(F)(F)F)C)C(=O)NC1=CC(=NC=C1)C(=O)N)OC(C)C (2R,3S,4R,5R)-4-[[3-(3,4-difluoro-2-isopropoxy-phenyl)-4,5-dimethyl-5-(trifluoromethyl)tetrahydrofuran-2-carbonyl]amino]pyridine-2-carboxamide